C(#N)C1=C2C=C(NC2=CC(=C1)F)C(=O)N(C)[C@H]1C=2C3=C(C(NC2CNC1)=O)C=C(C(=C3)F)F (S)-4-cyano-N-(8,9-difluoro-6-oxo-1,2,3,4,5,6-hexahydrobenzo[c][1,7]naphthyridin-1-yl)-6-fluoro-N-methyl-1H-indole-2-carboxamide